4,4,5,5-tetramethyl-2-(3-methylbut-2-en-2-yl)-1,3,2-dioxaborolan CC1(OB(OC1(C)C)C(C)=C(C)C)C